tert-butyl 2-(5-(1-(3,5-dichloropyridin-4-yl) ethoxy)-1-(tetrahydro-2H-pyran-2-yl)-1H-indazol-3-yl)-4,6-dihydropyrrolo[3,4-d]imidazole-5(1H)-carboxylate ClC=1C=NC=C(C1C(C)OC=1C=C2C(=NN(C2=CC1)C1OCCCC1)C1=NC2=C(N1)CN(C2)C(=O)OC(C)(C)C)Cl